5-hydroxy-3-oxatricyclo[4.2.1.04,8]Nonan-2-one OC1C2OC(C3C2CC1C3)=O